[2-chloro-4-[[3-[1-[(1-methylpyrazol-3-yl)methyl]-3-(trifluoromethyl)pyrazol-4-yl]imidazo[1,2-a]pyrazin-8-yl]amino]phenyl]-piperazin-1-ylmethanone formate C(=O)O.ClC1=C(C=CC(=C1)NC=1C=2N(C=CN1)C(=CN2)C=2C(=NN(C2)CC2=NN(C=C2)C)C(F)(F)F)C(=O)N2CCNCC2